C(C)C1=NN2C(C=C(C(=C2)F)N2CCNCC2)=C1N(C([2H])([2H])[2H])C=1SC(=C(N1)C1=CC=C(C=C1)F)C#N ((2-ethyl-6-fluoro-5-(piperazin-1-yl)pyrazolo[1,5-a]pyridin-3-yl)(methyl-d3)amino)-4-(4-fluorophenyl)thiazole-5-carbonitrile